(E)-1-[4-(2-Chloroprop-2-enoxy)phenyl]-3-(3-ethoxy-4-hydroxyphenyl)prop-2-en-1-one ClC(COC1=CC=C(C=C1)C(\C=C\C1=CC(=C(C=C1)O)OCC)=O)=C